CN1N=C(C=C1)C=1C=C(C=CC1)C1=C(C(=NC(=N1)N1CCOCC1)NC1=CC=[N+](C=C1)C)C=1OC=CN1 [3-(1-methylpyrazol-3-yl)phenyl]-N-(1-methylpyridin-1-ium-4-yl)-2-morpholino-5-oxazol-2-yl-pyrimidin-4-amine